(E)-1-(4-((4-(benzo[d]thiazol-5-yloxy)-3-methylphenyl)amino)pyrido[3,2-d]pyrimidin-6-yl)-3-(2-(dimethylamino)ethylidene)pyrrolidin-2-one S1C=NC2=C1C=CC(=C2)OC2=C(C=C(C=C2)NC=2C1=C(N=CN2)C=CC(=N1)N1C(/C(/CC1)=C/CN(C)C)=O)C